2-[2-(4-benzo[d]isothiazol-3-yl-piperazin-1-yl)-ethyl]-7,8-dimethyl-2H-pyrrolo[1,2-a]pyrazin-1-one S1N=C(C2=C1C=CC=C2)N2CCN(CC2)CCN2C(C=1N(C=C2)C=C(C1C)C)=O